lithium 5-((3R*,4S*)-3-((tert-butoxycarbonyl)(methyl)amino)-4-fluoropyrrolidin-1-yl)pyrazine-2-carboxylate C(C)(C)(C)OC(=O)N([C@@H]1CN(C[C@@H]1F)C=1N=CC(=NC1)C(=O)[O-])C.[Li+] |o1:8,12|